[Cu].[Mn].[Al] aluminum manganese-copper